FC=1C=C(C(=NC1)N)I 5-fluoro-3-iodo-pyridin-2-amine